Cl.FC1=C(OC2CNC2)C=CC(=C1)I 3-(2-fluoro-4-iodo-phenoxy)azetidine hydrochloride